1-methyl-2-phenyl-1,6,7,8-tetrahydro-4H-dipyrrolo[1,2-a:2',3'-d]pyrimidine-4-thione CN1C(=CC2=C1N=C1N(C2=S)CCC1)C1=CC=CC=C1